1,1,1,3,3-pentachloro-2-ethyl-3-methyldisilazane Cl[Si](N([Si](C)(Cl)Cl)CC)(Cl)Cl